FC(C(C(C(C(OCC(C)OC(COC(C(C(C(C(CC(F)(F)F)F)(F)F)(F)F)(F)F)(F)F)C)(F)F)(F)F)(F)F)(F)F)CC(F)(F)F dodecafluoroheptyloxy-1,2-propylene oxide